p-nitrophenylacetic acid methyl ester COC(CC1=CC=C(C=C1)[N+](=O)[O-])=O